(S)-4-((3-fluoropyridin-2-yl)thio)-6-(1-(1-(1-hydroxy-2-methylpropan-2-yl)pyrrolidin-3-yl)-1H-pyrazol-4-yl)pyrazolo[1,5-a]pyridine-3-carbonitrile FC=1C(=NC=CC1)SC=1C=2N(C=C(C1)C=1C=NN(C1)[C@@H]1CN(CC1)C(CO)(C)C)N=CC2C#N